ClC1=CC(=C(C=C1)C=1C=C2C(=NC1)NN=C2C(=O)C=2C(=C(C(=CC2)F)NS(=O)(=O)CCC)F)C N-[3-[5-(4-chloro-2-methylphenyl)-1H-pyrazolo[3,4-b]pyridine-3-carbonyl]-2,6-difluorophenyl]propane-1-sulfonamide